9-bromo-1,1-bis(oct-2-yn-1-yloxy)nonaneN BrCCCCCCCC=C(OCC#CCCCCC)OCC#CCCCCC